C(C)(C)(C)OC(=O)N1CC(C1)C1=CC=C(C=C1)NC1(CC1)C(F)(F)F 3-[4-[[1-(trifluoromethyl)cyclopropyl]amino]phenyl]azetidine-1-carboxylic acid tert-butyl ester